3-(5-((9-(2,5-Difluorobenzyl)-2,9-diazaspiro[5.5]undecan-2-yl)sulfonyl)pyridin-2-yl)oxazolidin-2-one FC1=C(CN2CCC3(CCCN(C3)S(=O)(=O)C=3C=CC(=NC3)N3C(OCC3)=O)CC2)C=C(C=C1)F